FC=1C(=CC(=NC1)C=1C=C2CN(C(C2=CC1)=O)C1C(NC(CC1)=O)=O)CN1CC(C1)C1=CC=CC=C1 3-(5-(5-fluoro-4-((3-phenylazetidin-1-yl)methyl)pyridin-2-yl)-1-oxoisoindolin-2-yl)piperidine-2,6-dione